OC=1C(=CC2=CC=CC=C2C1)C(=O)[O-].[Na+] sodium 3-hydroxy-2-naphthoate